(2R)-N-((R)-(3-chloro-2,4-difluorophenyl)(2-(trifluoromethyl)thiazol-5-yl)methyl)-2-methyl-3-oxopiperazine-1-carboxamide ClC=1C(=C(C=CC1F)[C@@H](NC(=O)N1[C@@H](C(NCC1)=O)C)C1=CN=C(S1)C(F)(F)F)F